COCC(=O)OC1=C(C(=NC2=C(C=C(C=C12)C(C)(C)C)F)C)C [6-(1,1-Dimethylethyl)-8-fluoro-2,3-dimethylquinolin-4-yl] methoxyacetate